1-((1H-indazol-2-yl)methyl)-3-(2,4-dichlorophenyl)thiourea N1N(CC2=CC=CC=C12)CNC(=S)NC1=C(C=C(C=C1)Cl)Cl